ClCC1=NC2=C(N1C[C@H]1OCC1)C=C(C=C2OCC2CC2)C(=O)OC Methyl (S)-2-(chloromethyl)-4-(cyclopropylmethoxy)-1-(oxetan-2-ylmethyl)-1H-benzo[d]imidazole-6-carboxylate